BrC(C)O Bromo-ethanol